2-({3-[2-(4-chlorophenyl)ethyl]-1,2,4-oxadiazol-5-yl}methyl)-5-[(2-hydroxyethyl)amino]-4-methyl-2,3-dihydropyridazin-3-one ClC1=CC=C(C=C1)CCC1=NOC(=N1)CN1N=CC(=C(C1=O)C)NCCO